ClC1=C(C(=NN1CC1=CC=C(C=C1)F)C(=O)OCC)C=COC ethyl 5-chloro-1-(4-fluorobenzyl)-4-(2-methoxyvinyl)-1H-pyrazole-3-carboxylate